(6S,E)-N7-(1-((7-Isobutyl-1H-benzo[d]imidazol-2-yl)methyl)-2-oxo-1,2-dihydropyridin-3-yl)-N1,N1-dimethyl-6-(tetrahydrofuran-2-carboxamido)hept-2-endiamid C(C(C)C)C1=CC=CC2=C1NC(=N2)CN2C(C(=CC=C2)NC([C@H](CC/C=C/C(=O)N(C)C)NC(=O)C2OCCC2)=O)=O